2-[(3,5-difluorophenyl)meth-yl]-2,6-diazaspiro[3.3]heptane FC=1C=C(C=C(C1)F)CN1CC2(C1)CNC2